BrC=1C=C(C(=O)OC)C=CC1CN[C@H](CO)C1=CC=C(C=C1)C(F)(F)F Methyl (S)-3-bromo-4-(((2-hydroxy-1-(4-(trifluoromethyl)phenyl)ethyl)amino) methyl)benzoate